6-(5-Chloro-2-((4-(1-(methylsulfonyl)cyclopropyl)phenyl)amino)pyrimidin-4-yl)-4,4-dimethyl-3,4-Dihydroisoquinolin ClC=1C(=NC(=NC1)NC1=CC=C(C=C1)C1(CC1)S(=O)(=O)C)C=1C=C2C(CN=CC2=CC1)(C)C